3-iodo-6-{[6-(trifluoromethyl)pyridin-3-yl]methoxy}-pyridazine IC=1N=NC(=CC1)OCC=1C=NC(=CC1)C(F)(F)F